C(C1=CC=CC=C1)[C@H]1N(CCN(C1)S(=O)(=O)C)C=1C=C2C(=NNC2=CC1)C (R)-5-(2-Benzyl-4-(methylsulfonyl)piperazin-1-yl)-3-methyl-1H-indazole